C1(CC1)C1=NC=CC=C1C1=NC=C(C(=N1)NCC1=CC=C(C=C1)C=1N(C=C(N1)C(F)(F)F)C)OC(F)F 2-(2-Cyclopropylpyridin-3-yl)-5-(difluoromethoxy)-N-(4-(1-methyl-4-(trifluoromethyl)-1H-imidazol-2-yl)benzyl)pyrimidin-4-amine